sodium lauryl (dodecyl) sulphate S(=O)(=O)(OCCCCCCCCCCCC)OCCCCCCCCCCCC.[Na]